Cl.ClC1=C(C=CC(=C1)Cl)S(=O)(=O)N1CC(C1)(CNCC)COC1=CC(=C(C#N)C=C1)F 4-((1-((2,4-Dichlorophenyl)sulfonyl)-3-((ethylamino)methyl)azetidin-3-yl)methoxy)-2-fluorobenzonitrile hydrochloride